FC(C1=CC=C(C=N1)C1=NC(=NO1)C1CN(C1)C(=O)N1C[C@H](CC1)C(=O)N)(F)F (3S)-1-[3-[5-[6-(trifluoromethyl)-3-pyridinyl]-1,2,4-oxadiazol-3-yl]azetidine-1-carbonyl]pyrrolidine-3-carboxamide